acryloyloxyethyltrimethyl-ammonium toluene-4-sulfonate CC1=CC=C(C=C1)S(=O)(=O)[O-].C(C=C)(=O)OCC[N+](C)(C)C